FC(C(F)(F)F)(C=1C=2C=CC=3N(C2N=C(C1)C1=CC=CC=C1)C=C(N3)C=3OC=NN3)F 2-(4-(perfluoroethyl)-2-phenylimidazo[1,2-a][1,8]naphthyridin-8-yl)-1,3,4-oxadiazole